C1(CCC1)C=1C(=NN(C1C1CC(C1)(C)C)C)NC(=O)[C@H]1C(C1)(F)F (S)-N-(4-cyclobutyl-5-(3,3-dimethylcyclobutyl)-1-methyl-1H-pyrazol-3-yl)-2,2-difluorocyclopropane-1-carboxamide